P(=O)(OCC1=CC=CC=C1)(OCC1=CC=CC=C1)OCCC1=CNC2=CC=C(C=C12)C1(CC1)C(NC(C1=CC=CC=C1)C1=C(C=C(C=C1)OC)C)=O dibenzyl 2-[5-(1-{[(4-methoxy-2-methylphenyl)(phenyl)methyl]carbamoyl}cyclopropyl)-1H-indol-3-yl]ethyl phosphate